C(C1=C(C(=C(N)C(=C1)CC)CC)F)C1=C(C(=C(N)C(=C1)CC)CC)F 4,4'-methylenebis(2,6-diethyl-3-fluoroaniline)